(1S,9bS)-1-(2-(difluoromethoxy)phenyl)-8-(2-(2-hydroxypropan-2-yl)pyrimidin-5-yl)-2,3-dihydro-1H-pyrrolo[2,1-a]isoindol-5(9bH)-one FC(OC1=C(C=CC=C1)[C@@H]1CCN2[C@@H]1C1=CC(=CC=C1C2=O)C=2C=NC(=NC2)C(C)(C)O)F